1-(2-(dimethylamino)ethyl)-N1-methyl-N4-(5-fluoro-4-(7-methoxy-1H-indol-3-yl)pyrimidin-2-yl)benzene-1,2,4-triamine CN(CCC1(C(C=C(C=C1)NC1=NC=C(C(=N1)C1=CNC2=C(C=CC=C12)OC)F)N)NC)C